O=C(/C=C/C=O)CCCC 4-oxo-E-2-octenal